C=1OC=C2N3C=CC4=C(C3=CCC21)C=CC=C4 12H-benzo[a]furo[3,4-f]quinolizine